1-(tert-butyl) 2-methyl (2S,3S,4R)-3-allyl-4-hydroxypyrrolidine-1,2-dicarboxylate C(C=C)[C@H]1[C@H](N(C[C@@H]1O)C(=O)OC(C)(C)C)C(=O)OC